BrC=1C=C2C(=NC(=NC2=CC1)Cl)C(F)(F)F 6-bromo-2-chloro-4-(trifluoromethyl)quinazoline